(1aS,7bR)-5-[2-((Z)-3-diethylaminoprop-1-enyl)benzenesulfonylamino]-1,1a,2,7b-tetrahydrocyclopropa[c]benzopyran-4-carboxylic acid C(C)N(C\C=C/C1=C(C=CC=C1)S(=O)(=O)NC1=C(C2=C([C@H]3[C@@H](CO2)C3)C=C1)C(=O)O)CC